(3-epoxypropyl-propoxy)triethoxysilane C(CC)C1C(CO[Si](OCC)(OCC)OCC)O1